COC1=NC=CN=C1N1CCNCC1 2-Methoxy-3-(piperazin-1-yl)pyrazine